3-(4,4,5,5-tetramethyl-1,3,2-dioxaborolan-2-yl)-5-(trifluoromethyl)pyridine Methyl-{[(5R)-3-(4-bromo-3,5-difluorophenyl)-4,5-dihydro-1,2-oxazol-5-yl]methyl}carbamate CN(C(O)=O)C[C@H]1CC(=NO1)C1=CC(=C(C(=C1)F)Br)F.CC1(OB(OC1(C)C)C=1C=NC=C(C1)C(F)(F)F)C